I.BrC1=C2C=NNC2=CC(=C1OC=1C=CC(=C(C(=N)SC)C1)F)F methyl 5-((4-bromo-6-fluoro-1H-indazol-5-yl)oxy)-2-fluorobenzimidothioate hydroiodide